3-fluoro-4-((5-fluoro-4-(piperidin-4-yloxy)pyridin-2-yl)methoxy)benzonitrile FC=1C=C(C#N)C=CC1OCC1=NC=C(C(=C1)OC1CCNCC1)F